trans-4-((2-((2-methylpyridin-4-yl)amino)-5-(piperidin-4-yl)pyrimidin-4-yl)amino)cyclohexan-1-ol CC1=NC=CC(=C1)NC1=NC=C(C(=N1)N[C@@H]1CC[C@H](CC1)O)C1CCNCC1